tert-butyl (2,2-dimethyl-3-vinyl-2H-chromen-7-yl)(ethyl)carbamate CC1(OC2=CC(=CC=C2C=C1C=C)N(C(OC(C)(C)C)=O)CC)C